4-((2S,4R)-1-acetyl-4-((4-chlorophenyl)amino)-2-methyl-1,2,3,4-tetrahydroquinolin-6-yl)-N-(17-amino-3,6,9,12,15-pentaoxoheptadecyl)benzamide hydrochloride Cl.C(C)(=O)N1[C@H](C[C@H](C2=CC(=CC=C12)C1=CC=C(C(=O)NCCC(CCC(CCC(CCC(CCC(CCN)=O)=O)=O)=O)=O)C=C1)NC1=CC=C(C=C1)Cl)C